ethyl 4-(2-(2-(1H-1,2,4-triazol-1-yl)ethoxy)phenylamino)benzoate N1(N=CN=C1)CCOC1=C(C=CC=C1)NC1=CC=C(C(=O)OCC)C=C1